N-{[4-(2-methyl-2H-indazole-6-sulfonyl)phenyl]methyl}furo[2,3-c]pyridine-2-carboxamide CN1N=C2C=C(C=CC2=C1)S(=O)(=O)C1=CC=C(C=C1)CNC(=O)C1=CC=2C(=CN=CC2)O1